tert-butyl 3-(diethylamino)-4-methylpyrrolidine-1-carboxylate C(C)N(C1CN(CC1C)C(=O)OC(C)(C)C)CC